(6-Chloro-3-methoxy-pyridazin-4-yl)-[4-fluoro-3-(7-morpholin-4-yl-quinazolin-4-yl)-phenyl]methanol ClC1=CC(=C(N=N1)OC)C(O)C1=CC(=C(C=C1)F)C1=NC=NC2=CC(=CC=C12)N1CCOCC1